(2S)-N-{2-benzyl-2-azaspiro[3.3]heptan-6-yl}-2-methyl-4-[5-(trifluoromethyl)pyrimidin-2-yl]piperazine-1-carboxamide C(C1=CC=CC=C1)N1CC2(C1)CC(C2)NC(=O)N2[C@H](CN(CC2)C2=NC=C(C=N2)C(F)(F)F)C